(R)-(3-chloro-4-(6-(1-methylcyclopropoxy)-9-((4-methylpyridin-2-yl)methyl)-9H-purin-8-yl)phenyl)(3-hydroxy-3-methylpyrrolidin-1-yl)methanone ClC=1C=C(C=CC1C=1N(C2=NC=NC(=C2N1)OC1(CC1)C)CC1=NC=CC(=C1)C)C(=O)N1C[C@](CC1)(C)O